1-((S)-1-(3-Fluorophenyl)ethyl)-N5-((1R,3S,5S,6r)-3-hydroxybicyclo[3.1.0]hexan-6-yl)-N3-methyl-1H-pyrazole-3,5-dicarboxamide FC=1C=C(C=CC1)[C@H](C)N1N=C(C=C1C(=O)NC1[C@H]2CC(C[C@@H]12)O)C(=O)NC